C1(CCCCC1)[C@H]1CC(N=C([Se]1)C1=CC=CC=C1)=O (R)-6-cyclohexyl-2-phenyl-5,6-dihydro-4H-1,3-selenazin-4-one